4-(8-(2,3-dihydrobenzo[b][1,4]dioxin-6-yl)-5-fluoro-3-oxo-2,7,8,9-tetrahydro-3H-pyrido[4,3,2-DE]phthalazin-9-yl)benzonitrile O1C2=C(OCC1)C=C(C=C2)C2C(C1=NNC(C=3C=C(C=C(C13)N2)F)=O)C2=CC=C(C#N)C=C2